P(O)(N)OC[C@@H]1[C@H]([C@H]([C@@H](O1)N1C(=O)NC(=O)C=C1)O)O Uridine Phosphoramidite